2-Cyclopropyl-N7-[(4S)-1,1-dioxo-3,4-dihydro-2H-thiochromen-4-yl]pyrazolo[1,5-a]pyrimidine-3,7-dicarboxamide C1(CC1)C1=NN2C(N=CC=C2C(=O)N[C@H]2CCS(C3=CC=CC=C23)(=O)=O)=C1C(=O)N